FC(C(=O)[O-])(F)F.S(N)(=O)(=O)N(CCC1C[NH2+]C1)C1CC1 3-(2-((sulfamoyl)(cyclopropyl)amino)ethyl)azetidinium trifluoroacetate